(1R,2R)-1,2-cyclohexanediamide [C@@H]1([C@@H](CCCC1)C(=O)N)C(=O)N